N1(C=NC=C1)CC1=CC=C(C=C1)CO [4-(1H-imidazol-1-ylmethyl)phenyl]methanol